1-((2-((3-cyano-4,5-dimethylthiophen-2-yl)amino)-2-oxoethyl)thio)cyclobutanecarboxylic acid C(#N)C1=C(SC(=C1C)C)NC(CSC1(CCC1)C(=O)O)=O